C(C)OC(=O)C=1OC2=C(C1C)C(=C(C=C2)S(N(CC)C2=C(C=C(C=C2)N(C)CC)CN(CC=2OC=CC2)C(C2=C(C=CC=C2)Cl)=O)(=O)=O)CC Ethyl-5-(N-(2-((2-chloro-N-(furan-2-ylmethyl)benzoylamino)methyl)-4-(ethyl(methyl)amino)phenyl)-N-Ethylsulfamoyl)-3-methylbenzofuran-2-carboxylic acid ethyl ester